FC1=C(C=C(C=C1)C1CC1C(=O)N)C(F)(F)F 3-[4-fluoro-3-(trifluoromethyl)phenyl]cyclopropane-1-carboxamide